NC1=CC=C(C=N1)N1CCN(CC1)C1=CC2=C(N(C(N2C)=O)N2C(CCCC2=O)=O)C=C1 (5-(4-(6-aminopyridin-3-yl)piperazin-1-yl)-3-methyl-2-oxo-2,3-dihydro-1H-benzo[d]imidazol-1-yl)piperidine-2,6-dione